C(CCCCC)NC(=O)C1CN(CCN1C(CCCCCCC)=O)C(=O)OC(C)(C)C tert-butyl 3-(hexylcarbamoyl)-4-octanoylpiperazine-1-carboxylate